Cl.Cl.N[C@H](C(=O)OC)CC1=C2C=CC=NC2=C(C(=C1)F)Br methyl (S)-2-amino-3-(8-bromo-7-fluoroquinolin-5-yl)propanoate dihydrochloride